FC1=CC(=C(C=C1)O)CN1C2CN(CC1C2)C2=NC=C(C=C2)C=2C1=C(N=CN2)NC(=C1)C1CC1 4-fluoro-2-((3-(5-(6-cyclopropyl-7H-pyrrolo[2,3-d]pyrimidin-4-yl)pyridin-2-yl)-3,6-diazabicyclo[3.1.1]heptan-6-yl)methyl)phenol